tert-butyl (NE)-N-[(2-fluorophenyl)methylene]carbamate FC1=C(C=CC=C1)\C=N\C(OC(C)(C)C)=O